(3R,4R)-4-(((4-((3-aminoPhenyl)amino)-8-isopropylpyrazolo[1,5-a][1,3,5]triazin-2-yl)amino)methyl)-3-hydroxypiperidine NC=1C=C(C=CC1)NC1=NC(=NC=2N1N=CC2C(C)C)NC[C@@H]2[C@H](CNCC2)O